ClC1=CC=C(C=C1)\C(\C1CC1)=N\OCC1=CC=C(C=C1)NC(=O)NC(C1=C(C=CC=C1F)F)=O N-[[4-[[(E)-[(4-chlorophenyl)-cyclopropylmethylene]amino]oxymethyl]phenyl]carbamoyl]-2,6-difluorobenzamide